C(C1=CC=CC=C1)N([C@@H](C(C)C)C(=O)N[C@@H](CC(C)C)C(=O)OCC1=NC(=CN=C1N1CCC2(CCC[C@H]2N)CC1)C1=C(C(=CC=C1)Cl)Cl)C(=O)OC(C)(C)C (3-[(1R)-1-amino-8-azaspiro[4.5]decan-8-yl]-6-(2,3-dichlorophenyl)pyrazin-2-yl)methanol Benzyl-(tert-butoxycarbonyl)-L-valyl-L-leucinate